tert-Butyl 3-propionylpiperidine-1-carboxylate C(CC)(=O)C1CN(CCC1)C(=O)OC(C)(C)C